BrC1=CC(=C(C=C1)N1N=CC2=CC(=C(C(=C12)F)OC)F)Cl 1-(4-Bromo-2-chlorophenyl)-5,7-difluoro-6-methoxy-1H-indazole